BrCC1=CC=C(C=C1)C1=CC=CC=C1 4-(Bromomethyl)biphenyl